C(C)(C)C1CC2CCC(CC2CC1)=O 6-isopropyldecahydro-2-naphthon